4-(4-amino-2,6-dichloro-3-fluorobenzyl)-2-isopropylphenol NC1=C(C(=C(CC2=CC(=C(C=C2)O)C(C)C)C(=C1)Cl)Cl)F